C(C)(C)(C)OC(=O)N1[C@@H](C[C@H](C1)F)C(NC=1C=NN(C1)C)=O (2S,4R)-4-fluoro-2-[(1-methyl-1H-pyrazol-4-yl)carbamoyl]-pyrrolidine-1-carboxylic acid tert-butyl ester